[C@H]12N(C[C@H](NC1)C2)C(C(C)(C)OC=2C=C1CCN(CC1=CC2)C(=O)C2=CC=C(C=C2)C2=CC=C(C=C2)C(C)C)=O 1-((1r,4r)-2,5-diazabicyclo[2.2.1]heptan-2-yl)-2-((2-(4'-isopropyl-[1,1'-biphenyl]-4-carbonyl)-1,2,3,4-tetrahydroisoquinolin-6-yl)oxy)-2-methylpropan-1-one